(R)-(1-(6-chloro-5-hydroxypyridin-3-yl)-3,3-dimethylbut-2-yl)carbamic acid tert-butyl ester C(C)(C)(C)OC(N[C@H](CC=1C=NC(=C(C1)O)Cl)C(C)(C)C)=O